Tert-butyl (1R,5R)-10-(hydroxymethyl)-8-oxo-1,5,6,8-tetrahydro-2H-1,5-methanopyrido[1,2-a][1,5]diazocine-3(4H)-carboxylate OCC=1C=C2N(C[C@@H]3CN(C[C@H]2C3)C(=O)OC(C)(C)C)C(C1)=O